3-(1-methoxycyclopropyl)propanoic acid COC1(CC1)CCC(=O)O